3-(5-(((1R,2R)-2-((oxetan-3-ylmethyl)amino)cyclohexyl)oxy)-1-oxoisoindolin-2-yl)piperidine-2,6-dione O1CC(C1)CN[C@H]1[C@@H](CCCC1)OC=1C=C2CN(C(C2=CC1)=O)C1C(NC(CC1)=O)=O